C(C)(C)(C)OC(C(CCN1NCC2C1C(CN2C(=O)OC(C)(C)C)(F)F)(C)C)=O tert-butyl 1-(4-(tert-butoxy)-3,3-dimethyl-4-oxobutyl)-6,6-difluorohexahydropyrrolo[3,2-c]Pyrazole-4(1H)-carboxylate